3-[[4-[(2R)-2-[(6-tert-butyl-5-methyl-pyrrolo[2,3-b]pyrazin-3-yl)methylamino]-3-(1-methylcyclopropyl)propoxy]-6-(2,6-dimethylphenyl)pyrimidin-2-yl]sulfamoyl]benzoic acid C(C)(C)(C)C1=CC=2C(=NC(=CN2)CN[C@@H](COC2=NC(=NC(=C2)C2=C(C=CC=C2C)C)NS(=O)(=O)C=2C=C(C(=O)O)C=CC2)CC2(CC2)C)N1C